C(CC)N1CC(C1)OC1=CC=C(C=C1)N1C=NC(=C1)NC=1N=CC(=NC1)C#N 5-((1-(4-((1-Propylazetidin-3-yl)oxy)phenyl)-1H-imidazol-4-yl)amino)pyrazine-2-carbonitrile